C(#N)C=1C=CC(=C(C1)C1=NN(C=C1NC(=O)C=1C=NN2C1N=CC=C2)C[C@H](C(F)(F)F)O)OC (R)-N-(3-(5-cyano-2-methoxyphenyl)-1-(3,3,3-trifluoro-2-hydroxypropyl)-1H-pyrazol-4-yl)pyrazolo[1,5-a]pyrimidine-3-carboxamide